C(C1=CC=CC=C1)OC(=O)C(C(=O)O)(CCP(=O)(OCC)OCC)N (benzyloxy)carbonyl[amino]-4-(diethoxyphosphoryl)butanoic acid